BrC1=NC=C(C(=O)O)C(=C1)C 6-bromo-4-methylnicotinic acid